BrC=1C=NN2C1N=C1C(=C2NC2CCC2)CCC12CCCCC2 3'-Bromo-N-cyclobutyl-6',7'-dihydrospiro[cyclohexane-1,5'-cyclopenta[d]pyrazolo[1,5-a]pyrimidine]-8'-amine